ClC=1C=C(C(=NC1)OC1=CC=C(C=C1)C1=CC=C(C(=N1)CC(CC(=O)OCC)=O)F)F ethyl 4-(6-(4-((5-chloro-3-fluoropyridin-2-yl) oxy) phenyl)-3-fluoropyridin-2-yl)-3-oxobutyrate